7-(2-fluoro-6-methoxyphenyl)-6-fluoro-pyrido[2,3-d]pyrimidine-2,4(1H,3H)-dione-1-d FC1=C(C(=CC=C1)OC)C=1C(=CC2=C(N(C(NC2=O)=O)[2H])N1)F